3-[[(2S,6R)-4-benzyl-2-[[bis(4-methoxyphenyl)-phenyl-methoxy]methyl]-6-(5-methyl-2,4-dioxo-pyrimidin-1-yl)morpholin-2-yl]methoxy-(diisopropylamino)phosphanyl]oxy-propanenitrile C(C1=CC=CC=C1)N1C[C@](O[C@H](C1)N1C(NC(C(=C1)C)=O)=O)(COC(C1=CC=CC=C1)(C1=CC=C(C=C1)OC)C1=CC=C(C=C1)OC)COP(OCCC#N)N(C(C)C)C(C)C